CC1=CC=2N(C=C1)C(=CN2)C(=O)NC2=C(C=CC(=C2)C2=NOC(=N2)CCC(C(F)(F)F)(O[Si](C)(C)C)C)C 7-methyl-N-(2-methyl-5-(5-(4,4,4-trifluoro-3-methyl-3-((trimethylsilyl)oxy)butyl)-1,2,4-oxadiazol-3-yl)phenyl)imidazo[1,2-a]pyridine-3-carboxamide